2,4-difluoro-8-isocyanato-1,2,3,5,6,7-hexahydro-s-indacene FC1CC2=C(C=3CCCC3C(=C2C1)F)N=C=O